FC1=CC=C(C=C1)[C@@H]1N(CCC2=CC=CC=C12)C(=O)N[C@@H]1CN(CC1)C(=O)OC(C)(C)C (S)-tert-butyl 3-((S)-1-(4-fluorophenyl)-1,2,3,4-tetrahydroisoquinoline-2-carboxamido)pyrrolidine-1-carboxylate